CCCCCCCCCCCCCCCC/C=C\\OC[C@H](COP(=O)(O)OC[C@@H](C(=O)O)N)OC(=O)CCCCCCC/C=C\\CCCCCCCC The molecule is a 1-alkyl-2-acyl-sn-glycero-3-phosphserine in which the alkyl and acyl groups are specified as (1Z)-octadecenyl and oleoyl respectively. It derives from an oleic acid. It is a conjugate acid of a 1-(1Z-octadecenyl)-2-oleoyl-sn-glycero-3-phosphoserine(1-).